FC(S(=O)(=O)C1=CC=C(C=C1)CC1CC2(CN(C2)C=O)C1)(F)F [6-[[4-(trifluoromethylsulfonyl)phenyl]methyl]-2-azaspiro[3.3]heptan-2-yl]methanone